The molecule is an acyl-CoA that results from the formal condensation of the thiol group of coenzyme A with the carboxy group of 3-isopropenylpimelic acid. It derives from a coenzyme A. CC(=C)C(CCCC(=O)O)CC(=O)SCCNC(=O)CCNC(=O)[C@@H](C(C)(C)COP(=O)(O)OP(=O)(O)OC[C@@H]1[C@H]([C@H]([C@@H](O1)N2C=NC3=C(N=CN=C32)N)O)OP(=O)(O)O)O